C(C)(C)(C)[N+]1(CCCCC1)C N-(tert-butyl)-N-methylpiperidinium